C(C)C(C(=O)O)CCCC.C(C)C(C(=O)O)CCCC.C(C)C(C(=O)O)CCCC.OCC(O)CO.OCC(O)CO.OCC(O)CO triglycerol tris(2-ethylhexanoate)